(4-chloro-2-methylphenyl)-2-(hydroxyimino)acetamide ClC1=CC(=C(C=C1)C(C(=O)N)=NO)C